[N].CC(=O)CC(C)C isobutyl methyl ketone nitrogen